amino-2-hydroxy-1,2,3-propanetricarboxylic acid NC(C(CC(=O)O)(C(=O)O)O)C(=O)O